4-((5-Cyclobutyl-1-methyl-4-oxo-4,5-dihydro-1H-pyrrolo[3,2-c]pyridin-3-yl)amino)-6-(cyclopropanecarboxamido)-N-(methyl-d3)nicotinamide C1(CCC1)N1C(C2=C(C=C1)N(C=C2NC2=CC(=NC=C2C(=O)NC([2H])([2H])[2H])NC(=O)C2CC2)C)=O